FC=1C=CC(=C(C1)C1=CC(=NC=C1C(=O)NC=1SC(=NN1)OCC1=NC=C(C=C1)C(C)(C)O)C)OC 4-(5-fluoro-2-methoxyphenyl)-N-(5-((5-(2-hydroxy-prop-2-yl)pyridin-2-yl)methoxy)-1,3,4-thiadiazol-2-yl)-6-methylnicotinamide